[Sn].[Bi].[In].[Ga] gallium indium bismuth tin